C1(CC1)C1=C(C(=NO1)C1=C(C=NC=C1Cl)Cl)C1=CC2(C1)CCN(CC2)C=2SC1=C(N2)C(=CC(=C1)C(=O)NS(=O)(=O)C)F 2-(2-(5-cyclopropyl-3-(3,5-dichloropyridin-4-yl)isoxazol-4-yl)-7-azaspiro[3.5]non-1-en-7-yl)-4-fluoro-N-(methylsulfonyl)benzo[d]thiazole-6-carboxamide